CN(C=1C(=NC(=CN1)C1=CC=C(C=C1)C)C(=O)NC1=CC=C(C=C1)S(=O)(=O)CP(OC)(OC)=O)C dimethyl (4-(3-(dimethylamino)-6-p-tolylpyrazine-2-carboxamido)phenylsulfonyl)methylphosphonate